FC1=C(C=CC=C1C[C@@H]1N(CC2(CC2)[C@@H]1NS(=O)(=O)C)C(=O)NC(C)C)C1=CC=CC=C1 (6S,7S)-6-((2-fluoro-[1,1'-biphenyl]-3-yl)methyl)-N-isopropyl-7-(methyl-sulfonamido)-5-azaspiro[2.4]heptane-5-carboxamide